(Oxazol-3-yl)pyrazol-4-ylamine O1CN(C=C1)NC=1C=NNC1